(2-((tert-butyldimethylsilyl)oxy)ethyl)(2-hydroxyethyl)carbamic acid tert-butyl ester C(C)(C)(C)OC(N(CCO)CCO[Si](C)(C)C(C)(C)C)=O